BrC1=CC(=C(C=C1)C1=NC2=C(C(N(C(=C2)C(F)(F)F)C)=O)N1C)S(=O)(=O)CC 2-(4-bromo-2-ethylsulfonyl-phenyl)-3,5-dimethyl-6-(trifluoromethyl)imidazo[4,5-c]pyridin-4-one